2-(3-(5-(((2s,4r)-1-acryloyl-4-methoxypyrrolidin-2-yl)methoxy)-6-aminopyrimidin-4-yl)-5-fluoro-2-(hydroxymethyl)phenyl)-6-cyclopropyl-3,4-dihydroisoquinolin-1(2H)-one C(C=C)(=O)N1[C@@H](C[C@H](C1)OC)COC=1C(=NC=NC1N)C=1C(=C(C=C(C1)F)N1C(C2=CC=C(C=C2CC1)C1CC1)=O)CO